CN1CC(CC1)C1=CC=NC=2N1N=C(C2C#N)C2=CC=C1C=CC(=NC1=C2)C2=CC=CC=C2 7-(1-methylpyrrolidin-3-yl)-2-(2-phenylquinolin-7-yl)pyrazolo[1,5-a]pyrimidine-3-carbonitrile